6-((2S,5R)-4-((4-Chlorophenyl)((S)-2,2-difluorocyclopropyl)methyl)-2,5-dimethylpiperazin-1-yl)-2-hydrazineyl-9-(((S)-tetrahydrofuran-2-yl)methyl)-9H-purine ClC1=CC=C(C=C1)C(N1C[C@@H](N(C[C@H]1C)C1=C2N=CN(C2=NC(=N1)NN)C[C@H]1OCCC1)C)[C@H]1C(C1)(F)F